C(C)(C)(C)C1=NC=C(C=N1)C=1C=C2CCN(C(C2=CC1)=O)C=1C=CC(=C(C1)NS(=O)(=O)C)OCOCCOC N-(5-(6-(2-(tert-butyl)pyrimidin-5-yl)-1-oxo-3,4-dihydroisoquinolin-2(1H)-yl)-2-((2-methoxyethoxy)methoxy)phenyl)methanesulfonamide